C1(CC1)C([C@@H](C(NC1=NC=CC(=C1)CNC(CCC(F)(F)F)=O)=O)NC(OC(C)(C)C)=O)C1CC1 Tert-butyl (S)-(1,1-dicyclopropyl-3-oxo-3-((4-((4,4,4-trifluoro-butanamido)methyl)pyridin-2-yl)amino)propan-2-yl)carbamate